C(=O)(O)C(C(=O)O)CCCCCCCCCCCC1=CC=CC=C1 carboxy-13-phenyl-tridecanoic acid